CNCC[C@@H](C=1SC=CC1)OC=1C=C2C=CC=NC2=CC1 (S)-N-methyl-3-(quinolin-6-yloxy)-3-(thiophen-2-yl)propan-1-amine